BrCCCCCCC\C=C/CCCCCC (7Z)-15-bromo-7-pentadecene